triaminotriethoxysilane NC(CO[SiH](OCC)OCC)(N)N